NC(C)(C)C1=CC(=NC(=C1)C1=CC=C(C=C1)F)O[C@H]1[C@@H]2CN([C@@H]2C1)C(=O)C=1C(=NN(C1)C1=NC=CC=N1)C1CC1 |o1:18,19,22| rel-((1R,4R,5R)-5-((4-(2-aminopropan-2-yl)-6-(4-fluorophenyl)pyridin-2-yl)oxy)-2-azabicyclo[2.2.0]hexan-2-yl)(3-cyclopropyl-1-(pyrimidin-2-yl)-1H-pyrazol-4-yl)methanone